tert-butyl N-[4-(6-methyl-1,2,4,5-tetrazin-3-yl)benzyl]carbamate CC1=NN=C(N=N1)C1=CC=C(CNC(OC(C)(C)C)=O)C=C1